N-((5-(5-(difluoromethyl)-1,3,4-oxadiazol-2-yl)pyridin-2-yl)methyl)-1-(3-(dimethylamino)propionyl)-3-fluoro-N-phenylazetidin-3-carboxamide FC(C1=NN=C(O1)C=1C=CC(=NC1)CN(C(=O)C1(CN(C1)C(CCN(C)C)=O)F)C1=CC=CC=C1)F